NC1=C2C([C@]3([C@](OC4=C3C=CC(=C4)[C@@H](C)C4CC4)(C2=CC=C1)O)NC([C@H]([C@H](C)O)N(C)C)=O)=O (2S,3S)-N-((4bR,9bR)-1-amino-7-((S)-1-cyclopropylethyl)-4b-hydroxy-10-oxo-4b,10-dihydro-9bH-indeno[1,2-b]benzofuran-9b-yl)-2-(dimethylamino)-3-hydroxybutyramide